oxatriazin O1NN=NC=C1